9-((4-(difluoromethoxy)phenyl)sulfonyl)-2-(tetrahydro-2H-pyran-4-yl)-6-oxa-2,9-diazaspiro[4.5]decane FC(OC1=CC=C(C=C1)S(=O)(=O)N1CCOC2(CCN(C2)C2CCOCC2)C1)F